N-((1s,4s)-4-((7-morpholino-1,6-naphthyridin-5-yl)oxy)cyclohexyl)oxazole O1CCN(CC1)C1=NC(=C2C=CC=NC2=C1)OC1CCC(CC1)N1COC=C1